COC(=O)C(C(C)C(=O)OC(C)(C)C)CCC Hexane-2,3-dicarboxylic acid 2-tert-butyl 3-methyl ester